N3-[6-(3-methoxy-4-methyl-phenoxy)-3-pyridyl]pyrazine-2,3-diamine COC=1C=C(OC2=CC=C(C=N2)NC=2C(=NC=CN2)N)C=CC1C